Cl.FC1=CC=C(C=C1)NC1=NC(=C(C(=N1)C)C)N1C(C2=CC=CC=C2CC1)C N-(4-fluorophenyl)-4,5-dimethyl-6-(1-methyl-1,2,3,4-tetrahydroisoquinolin-2-yl)pyrimidin-2-amine hydrochloride